(R)-3-(4,6-diiodopyrimidin-5-yl)butanoic acid methyl ester COC(C[C@@H](C)C=1C(=NC=NC1I)I)=O